C(C)OC(NC(NC1=C(C=C(C(=C1)SCC(F)(F)F)C)F)=S)=O Ethyl-([2-fluoro-4-methyl-5-[(2,2,2-trifluoroethyl)sulfanyl]phenyl]carbamothioyl)carbamat